ClC=1C=C(C=C2C(=C(C=NC12)C#N)NCC(C)(C)C)NC([2H])(C=1C(=NC=CC1)C)C=1N=NN(C1)C1CC1 8-chloro-6-(((1-cyclopropyl-1H-1,2,3-triazol-4-yl)(2-methylpyridin-3-yl)methyl-d)amino)-4-(neopentylamino)quinoline-3-carbonitrile